ClC1=CC=C(C(=N1)S(=O)(=O)N)O[C@H](C)C=1C=C(C=C2C(C(=C(OC12)C=1C=NN(C1)C)Cl)=O)C |o1:12| 6-Chloro-3-[rel-(1R)-1-[3-chloro-6-methyl-2-(1-methylpyrazol-4-yl)-4-oxo-chromen-8-yl]ethoxy]pyridine-2-sulfonamide